CC1=CC=C(C=C1)NCC(=O)N (4-methyl-phenylamino)-acetamide